The molecule is a triazine in which a 1,6-dihydro-1,3,5-triazine ring is substituted at N-1 by a 4-chlorophenyl group, at C-2 and -4 by amino groups and at C-6 by gem-dimethyl groups. A dihydrofolate reductase inhibitor, it is a metabolite of the antimalarial drug proguanil. It has a role as an EC 1.5.1.3 (dihydrofolate reductase) inhibitor, an antiinfective agent, an antiparasitic agent, an antimalarial, an antiprotozoal drug and an antifolate. CC1(N=C(N=C(N1C2=CC=C(C=C2)Cl)N)N)C